C(CCCCCCC\C=C/C\C=C/CCCCC)(=O)OCC(CCOC(CN1CCN(CC1)C)=O)COC(CC12CC3CC(CC(C1)C3)C2)=O 2-((2-((3r,5r,7r)-adamantan-1-yl)acetoxy)methyl)-4-(2-(4-methylpiperazin-1-yl)acetoxy)butyl (9Z,12Z)-octadeca-9,12-dienoate